ClC1=CC(=C2C(=N1)NC=C2)N2CC1=C(N=CN=C1N1C[C@H]3CC[C@@H](C1)C3NS(=O)(=O)C)C[C@H]2C N-((1R,5S)-(8-anti)-3-((R)-6-(6-chloro-1H-pyrrolo[2,3-b]pyridin-4-yl)-7-methyl-5,6,7,8-tetrahydropyrido[4,3-d]pyrimidin-4-yl)-3-azabicyclo[3.2.1]octan-8-yl)methanesulfonamide